tetracosyl n-heptanoate C(CCCCCC)(=O)OCCCCCCCCCCCCCCCCCCCCCCCC